(S)-4-(1-(1-(3-chlorobenzyl)-5-phenyl-1H-indole-7-carboxamido)ethyl)benzoic acid ClC=1C=C(CN2C=CC3=CC(=CC(=C23)C(=O)N[C@@H](C)C2=CC=C(C(=O)O)C=C2)C2=CC=CC=C2)C=CC1